C(C)(C)(C)OC(N[C@@H]1CC[C@H](CC1)CCN1CCN(CC1)C1=C(C(=CC=C1)Cl)Cl)=O (trans-4-(2-(4-(2,3-dichlorophenyl)piperazin-1-yl)ethyl)cyclohexyl)carbamic acid tert-butyl ester